(6-ethyl-4,5,6,7-tetrahydro-1H-pyrazolo[3,4-c]pyridin-3-yl)(4-(2-(trifluoromethyl)phenyl)piperidin-1-yl)methanone C(C)N1CC2=C(CC1)C(=NN2)C(=O)N2CCC(CC2)C2=C(C=CC=C2)C(F)(F)F